CC1=CC=C(C=C1)S(=O)(=O)N1CC(=CC=C1)O 1-(4'-Methylbenzenesulfonyl)-3-hydroxypyridin